lithium iron manganese orthophosphate P(=O)([O-])([O-])[O-].[Mn+2].[Fe+2].[Li+]